C1(=CC=CC=C1)C(CN1CCCCC1)O 1-phenyl-2-piperidin-1-ylethanol